CC1=C(N=C2N(C1=O)C=C(C=C2[C@@H](C)NC2=C(C(=O)O)C=CC=C2)C)N2CC(C2)C2=NC=CC=C2 (R)-2-((1-(3,7-dimethyl-4-oxo-2-(3-(pyridin-2-yl)azetidin-1-yl)-4H-pyrido[1,2-a]pyrimidin-9-yl)ethyl)amino)benzoic acid